tert-butyl (2S)-4-(6-chloro-pyridazin-3-yl)-2-methylpiperazine-1-carboxylate ClC1=CC=C(N=N1)N1C[C@@H](N(CC1)C(=O)OC(C)(C)C)C